2-(4-Benzylpiperazin-1-yl)-N-(pyridin-2-ylmethyl)ethan-1-amine C(C1=CC=CC=C1)N1CCN(CC1)CCNCC1=NC=CC=C1